benzyl 4-(8-ethyl-4-{(4-methoxybenzyl)[(1-{[2-(trimethylsilyl)ethoxy]methyl}-1H-benzimidazol-2-yl)methyl]amino}pyrazolo[1,5-a][1,3,5]triazin-2-yl)piperazine-1-carboxylate C(C)C=1C=NN2C1N=C(N=C2N(CC2=NC1=C(N2COCC[Si](C)(C)C)C=CC=C1)CC1=CC=C(C=C1)OC)N1CCN(CC1)C(=O)OCC1=CC=CC=C1